COC1=C(C(=CC=C1)OC)C1=C(C2=CC=CC=C2C=C1)F 2-(2,6-dimethoxyphenyl)-1-fluoronaphthalene